3-(4-(5-(aminomethyl)thiazol-2-yl)phenoxy)-N,N-diethylpropan-1-amine hydrochloride Cl.NCC1=CN=C(S1)C1=CC=C(OCCCN(CC)CC)C=C1